methyl 2-{[(tert-butoxycarbonyl)amino]methyl}pyridine-4-carboxylate C(C)(C)(C)OC(=O)NCC1=NC=CC(=C1)C(=O)OC